4-(dimethoxymethyl)piperidin COC(C1CCNCC1)OC